BrC=1C=CC=C2C(C(COC12)(F)F)(C(=O)OCC1=CC=CC=C1)C benzyl 8-bromo-3,3-difluoro-4-methyl-chromane-4-carboxylate